C1C(=NC2=C(N1)N=C(NC2=O)N)CNC3=CC=C(C=C3)C(=O)[O-] The molecule is a pteroate that is the conjugate base of 7,8-dihydropteroic acid, arising from deprotonation of the carboxy group. It has a role as a Saccharomyces cerevisiae metabolite. It derives from a pteroate. It is a conjugate base of a 7,8-dihydropteroic acid.